(S)-2-(2,6-dichloro-4-morpholinobenzamido)-3-(2-(3-(5,5-difluoro-1,4,5,6-tetrahydropyrimidin-2-ylamino)benzamido)acetamido)propanoic acid ClC1=C(C(=O)N[C@H](C(=O)O)CNC(CNC(C2=CC(=CC=C2)NC=2NCC(CN2)(F)F)=O)=O)C(=CC(=C1)N1CCOCC1)Cl